tert-butyl (S)-4-chloro-7-(2,6-dioxopiperidin-3-yl)-6-oxo-7,8-dihydro-2H,6H-spiro[furo[2,3-e]isoindole-3,4'-piperidine]-1'-carboxylate ClC1=C2C(=C3CN(C(C3=C1)=O)[C@@H]1C(NC(CC1)=O)=O)OCC21CCN(CC1)C(=O)OC(C)(C)C